C1(CCC1)CNC(COC1=CC2=C(C3=C(C(O2)=O)C=C(C=C3)OC)C=C1)=O N-(cyclobutylmethyl)-2-((8-methoxy-6-oxo-6H-benzo[c]benzopyran-3-yl)oxy)acetamide